CC1=CC2=C(C3=CC=CC=C3C(=C2C=C1)C1=CC2=CC=CC=C2C=C1)C1=CC2=CC=CC=C2C=C1 2-methyl-9,10-di(naphthalene-2-yl)anthracene